C1(CCCC1)C1=CC=CC=2C3=CC=CC=C3NC12 cyclopentylcarbazole